C(C1CO1)OC(CCCCCC(C)(C)C)=O neodecanoic acid 2,3-epoxypropyl ester